FC1(CCC(N(C1)C(=O)C1=NC(=CC=C1C)NC1=NC=CC(=C1)OC(F)(F)F)C(=O)O)F 5,5-difluoro-1-(3-methyl-6-((4-(trifluoromethoxy)pyridin-2-yl)amino)pyridine-2-carbonyl)piperidine-2-Carboxylic acid